BrC=1C=C(N(N1)C1COC1)C(=O)NC1=C(C=C(C=C1C)Cl)C(N)=O 5-bromo-N-(2-carbamoyl-4-chloro-6-methyl-phenyl)-2-(oxetan-3-yl)pyrazole-3-carboxamide